CC1(C(C(C=2C(CCCC12)=O)(C)C)C)C 1,1,2,3,3-penta-methyl-2,3,6,7-tetrahydro-1H-inden-4(5H)-one